2-({4-[2-(4-chloro-2-fluorophenyl)-2-methyl-1,3-benzodioxol-4-yl]piperidin-1-yl}methyl)-1-[(1-hydroxycyclobutyl)methyl]-1H-benzimidazole-6-carboxylic acid ClC1=CC(=C(C=C1)C1(OC2=C(O1)C=CC=C2C2CCN(CC2)CC2=NC1=C(N2CC2(CCC2)O)C=C(C=C1)C(=O)O)C)F